1-(4-isopropoxy-2-(trifluoromethoxy)benzyl)piperazine C(C)(C)OC1=CC(=C(CN2CCNCC2)C=C1)OC(F)(F)F